3-[4-(4-Aminopiperidin-1-yl)-3-(3,5-difluorophenyl)chinolin-6-yl]-5-chloro-4-fluoro-2-hydroxybenzonitril NC1CCN(CC1)C1=C(C=NC2=CC=C(C=C12)C=1C(=C(C#N)C=C(C1F)Cl)O)C1=CC(=CC(=C1)F)F